2-fluoro-3-(trifluoromethyl)phenethyl alcohol FC1=C(CCO)C=CC=C1C(F)(F)F